N-(4-(2-(2,6-Dioxopiperidin-3-yl)-1-oxoisoindolin-4-yl)but-3-yn-1-yl)-5-(8-(3-methyl-2-oxo-1,2-dihydroquinoxalin-5-yl)isoquinolin-3-yl)picolinamide O=C1NC(CCC1N1C(C2=CC=CC(=C2C1)C#CCCNC(C1=NC=C(C=C1)C=1N=CC2=C(C=CC=C2C1)C1=C2N=C(C(NC2=CC=C1)=O)C)=O)=O)=O